C(C)NC(=O)C1CN(CCN1C(CCCCCCC)=O)C(=O)C1=CC=C(C(=O)N2C[C@H]([C@@H](C2)C(=O)N[C@@H]2[C@H](C2)C2=CC=CC=C2)C(=O)N[C@@H]2[C@H](C2)C2=CC=CC=C2)C=C1 (3S,4S)-1-(4-(3-(ethylcarbamoyl)-4-octanoylpiperazine-1-carbonyl)benzoyl)-N3,N4-bis((1S,2R)-2-phenylcyclopropyl)pyrrolidine-3,4-dicarboxamide